2,5-dimethyl-6-phenylpyrrolo[2,3-b]pyrazine CC=1N=C2C(=NC1)N(C(=C2)C2=CC=CC=C2)C